C1=CC=C(C=2OC3=C(C21)C=CC=C3)C3=CC=C2C=1C(=CC=CC1C(C2=C3)(C3=CC=CC=C3)C3=CC=CC=C3)O 7-Dibenzofuran-4-yl-9,9-diphenyl-9H-fluoren-4-ol